C(C(=C)C)(=O)OC1C2C3CCCC3C(C1)C2 tricyclo[5.2.1.0(2,6)]dec-8-yl methacrylate